1-(4-(1,4-dimethyl-1H-pyrazol-5-yl)-5-fluoropyrimidin-2-yl)-N-methyl-N-((2-methylthiazol-5-yl)methyl)piperidine-4-carboxamide CN1N=CC(=C1C1=NC(=NC=C1F)N1CCC(CC1)C(=O)N(CC1=CN=C(S1)C)C)C